11-fluoro-7-(hydroxymethyl)-14-methyl-6,7,13,14-tetrahydro-1,15-ethenopyrazolo[4,3-f][1,4,8,10]benzoxatriazacyclotridecin-4(5H)-one FC=1C=CC2=C(CN(C3=NC4=C(C(NCC(O2)CO)=O)C=NN4C=C3)C)C1